4,4'-di-tert-butyl-2,2'-bi-pyridine C(C)(C)(C)C1=CC(=NC=C1)C1=NC=CC(=C1)C(C)(C)C